C(C1=CC=CC=C1)OC1=C(C(=CC(=C1)C(F)F)O)C(=O)N1CC2=CC(=CC=C2CC1)OC1CN(C1)C (2-(Benzyloxy)-4-(difluoromethyl)-6-hydroxyphenyl)(7-((1-methylazetidin-3-yl)oxy)-3,4-dihydroisoquinolin-2(1H)-yl)methanone